4-[[2-[3-[(5-fluoro-2-methyl-1,3-benzoxazol-6-yl)-methyl-carbamoyl]phenyl]-5-(trifluoromethyl)pyrazol-3-yl]oxymethyl]benzoic acid FC=1C(=CC2=C(N=C(O2)C)C1)N(C(=O)C=1C=C(C=CC1)N1N=C(C=C1OCC1=CC=C(C(=O)O)C=C1)C(F)(F)F)C